3-([1,1'-biphenyl]-4-yloxy)propyl-acrylic acid C1(=CC=C(C=C1)OCCCC(C(=O)O)=C)C1=CC=CC=C1